Ethyl-4-((6-((1H-indazol-4-yl)methyl)-4-methyl-5-oxo-5,6-dihydro-4H-thiazolo[5',4':4,5]pyrrolo[2,3-d]pyridazin-2-yl)methyl)thiazole-5-carboxylate C(C)OC(=O)C1=C(N=CS1)CC=1SC2=C(N(C=3C(N(N=CC32)CC3=C2C=NNC2=CC=C3)=O)C)N1